methyl (1s,4S)-4-(3-chloroanilino)-5'-fluoro-2'-[(2R)-3-hydroxy-2-methylpropyl]-2',3'-dihydrospiro[cyclohexane-1,1'-isoindole]-4-carboxylate ClC=1C=C(NC2(CCC3(N(CC4=CC(=CC=C34)F)C[C@H](CO)C)CC2)C(=O)OC)C=CC1